C1(CCC1)OC1=CC=C(CNC(N(CCC2N(CCCC2)C)CC2=CC=C(C=C2)F)=O)C=C1 3-(4-cyclobutoxybenzyl)-1-(4-fluorophenylmethyl)-1-(2-(1-methylpiperidin-2-yl)ethyl)urea